C1(=CC=CC=C1)NS(=O)=O N-phenyl-sulfonamide